FC1=C(C=C2CC3(CCN(CC3)C(=O)OC(C)(C)C)C(C2=C1)=O)OC tert-butyl 6-fluoro-5-methoxy-1-oxo-1,3-dihydrospiro[indene-2,4'-piperidine]-1'-carboxylate